n-Hexadecyltrimethoxysilan C(CCCCCCCCCCCCCCC)[Si](OC)(OC)OC